Trichloroethanol OC(Cl)C(Cl)Cl